C(C)(C)(C)P(C(C)(C)C)C(C)(C)C.C(C)(C)(C)P(C(C)(C)C)C(C)(C)C.[Pd] palladium [bis(tri-t-butylphosphine)]